COC=1C=C(C=CC1OC)CCN C2-(3,4-Dimethoxyphenyl)ethane-1-amine